CN(C)C=NNC(=O)C1=NC(=NC=C1)N=CN(C)C N'-(4-(2-((dimethylamino)methylene)hydrazine-1-carbonyl)pyrimidin-2-yl)-N,N-dimethylformamidine